FC(C1=C(N\C=C(/C(=O)OCC)\C#N)C=CC(=C1)C(F)(F)F)(F)F ethyl (Z)-3-[2,4-bis(trifluoromethyl) anilino]-2-cyano-prop-2-enoate